N=1C=NN2C1C=CC(=C2)C2=CC(=NN2C2=NC(=CC=C2)C)CC(=O)NC(C2=CC=CC=C2)NC(C)=O 5-([1,2,4]triazolo[1,5-a]pyridin-6-yl)-N-(acetamidobenzyl)-1-(6-methylpyridin-2-yl)-1H-pyrazole-3-carboxyamide